tert-butyl ((1S,3S)-3-((4-methoxybenzyl)amino)cyclopentyl)carbamate COC1=CC=C(CN[C@@H]2C[C@H](CC2)NC(OC(C)(C)C)=O)C=C1